FC(C1=CC=C(C=C1)C1OC(=C(C1=O)OS(=O)(=O)CC1=CC=CC=C1)N)(F)F 2-(4-trifluoromethylphenyl)-4-[[phenylmethylsulfonyl]oxy]-5-amino-3(2H)-furanone